Bis(2-(4-bromophenyl)-1H-indol-3-yl)methane BrC1=CC=C(C=C1)C=1NC2=CC=CC=C2C1CC1=C(NC2=CC=CC=C12)C1=CC=C(C=C1)Br